OC[C@@H](CC(C)C)NC1=NC(=NC(=N1)C[C@H](C)C=1C=NC(=C(C1)C)OC)NS(=O)(=O)C N-(4-(((R)-1-Hydroxy-4-methylpentan-2-yl)amino)-6-((S)-2-(6-methoxy-5-methylpyridin-3-yl)propyl)-1,3,5-triazin-2-yl)methanesulfonamide